C(C)(C)(C)OC(=O)N1CCC(CC1)C1=NC(=CC=C1)OCC1=CC(=C(C=C1)C(C)=O)OC 4-(6-((4-acetyl-3-methoxybenzyl)oxy)pyridin-2-yl)piperidine-1-carboxylic acid tert-butyl ester